C(C)C(=O)N1C(CC(C2=CC=CC=C12)C)(CCC)CCC 1-ethylcarbonyl-2,2-dipropyl-4-methyl-1,2,3,4-tetrahydroquinoline